C(C)(=O)OC(C(F)(F)F)=CCC1=CC(=CC=C1)C 4-(3-methylphenyl)-1,1,1-trifluorobut-2-en-2-yl acetate